ClC1=NC=C(C(=O)NC=2C(=CC(=C(C2)N2N=NC(=C2)C(=O)OC)F)N2CCN(CC2)C)C(=C1)C(F)(F)F methyl 1-(5-(6-chloro-4-(trifluoromethyl)nicotinamido)-2-fluoro-4-(4-methylpiperazin-1-yl)phenyl)-1H-1,2,3-triazole-4-carboxylate